((2,3-bis((9Z,12Z)-octadeca-9,12-dien-1-yloxy)propyl)disulfanyl-methyl)guanidine C(CCCCCCC\C=C/C\C=C/CCCCC)OC(CSSCNC(=N)N)COCCCCCCCC\C=C/C\C=C/CCCCC